purine-13C N1=[13CH]N=C2N=CNC2=C1